1-(benzenesulfonyl)-5-(bromomethyl)pyrrolo[2,3-c]pyridine C1(=CC=CC=C1)S(=O)(=O)N1C=CC=2C1=CN=C(C2)CBr